C(O[C@H]1C[C@H](CC1)C1=NN(C(=C1)NC=1C=NC=C(C1)OCCCCN)C(C)(C)C)(OC1=CC=C(C=C1)[N+](=O)[O-])=O (1R,3S)-3-(5-((5-(4-aminobutoxy)pyridin-3-yl)amino)-1-(tert-butyl)-1H-pyrazol-3-yl)cyclopentyl (4-nitrophenyl) carbonate